CC1(OCCO1)CCCCl 2-methyl-2-(3-chloropropyl)-1,3-dioxolane